2-(2-aminophenyl)-1H-phenanthro[9,10-d]Imidazole NC1=C(C=CC=C1)C1=NC2=C(N1)C1=CC=CC=C1C=1C=CC=CC12